tert-butyl 8-(4-amino-7-methyl-5-(4-(pyrimidin-2-yloxy)phenyl)-7H-pyrrolo[2,3-d]pyrimidin-6-yl)-2-azaspiro[4.5]dec-7-ene-2-carboxylate NC=1C2=C(N=CN1)N(C(=C2C2=CC=C(C=C2)OC2=NC=CC=N2)C2=CCC1(CCN(C1)C(=O)OC(C)(C)C)CC2)C